(5,5'-bis(biphenyl-4-yl))-2,2'-bithiophene C1(=CC=C(C=C1)C1=CC=C(S1)C=1SC(=CC1)C1=CC=C(C=C1)C1=CC=CC=C1)C1=CC=CC=C1